CN([C@H](/C=C/C(=O)O)C)C (2E,4S)-4-(dimethylamino)pent-2-enoic acid